1-(tert-butoxycarbonyl)-3-methyl-1H-pyrrolo[2,3-b]pyridine C(C)(C)(C)OC(=O)N1C=C(C=2C1=NC=CC2)C